3-[(1-naphthoylamino)methyl]-5-[(2S)-1-cyclohexylsulfonylpyrrolidin-2-yl]-1,2,4-oxadiazole C1(=CC=CC2=CC=CC=C12)C(=O)NCC1=NOC(=N1)[C@H]1N(CCC1)S(=O)(=O)C1CCCCC1